1-(3-Cyclopropylphenyl)-3-azabicyclo[3.1.0]hexane C1(CC1)C=1C=C(C=CC1)C12CNCC2C1